CC1=C(C(=CC(=C1)C)C)S(=O)(=O)[O-].N[N+]1=C(C(=NC(=C1)Br)C1=CC=CC=C1)N 1,2-diamino-5-bromo-3-phenylpyrazin-1-ium, 2,4,6-trimethylbenzenesulfonic acid salt